ClC1=C(C=C(C=C1)C)B(O)O 2-CHLORO-5-METHYLPHENYLBORONIC ACID